N1-(2-(4-isopropylpiperidin-1-yl)pyrimidin-5-yl)cyclopentane-1,3-diamine C(C)(C)C1CCN(CC1)C1=NC=C(C=N1)NC1CC(CC1)N